[Ca+2].[Mn](=O)(=O)(=O)[O-].[Ca+2].[Mn](=O)(=O)(=O)[O-].[Mn](=O)(=O)(=O)[O-].[Mn](=O)(=O)(=O)[O-] calcium permanganate calcium